C(C)N1C=NC2=C1C=C(C=C2F)F 1-ethyl-4,6-difluoro-1H-benzo[d]imidazol